CC1=CC=C(C=C1)C=1C=C2C=CC=NC2=C2C1C=CC=C2 6-(4-methylphenyl)benzo[h]quinoline